methyl 2-benzyl-8-((1-methyl-1H-pyrrolo[2,3-b]pyridin-3-yl)methyl)-2,8-diazaspiro[4.5]decane-4-carboxylate C(C1=CC=CC=C1)N1CC2(C(C1)C(=O)OC)CCN(CC2)CC2=CN(C1=NC=CC=C12)C